N1=C2C(=NC=C1)N=CC=C2 pyrido[3,2-b]pyrazine